1-[4-amino-2-(ethoxymethyl)-7-(pyridin-3-yl)-1H-imidazo[4,5-c]quinolin-1-yl]2-methylpropan-2-ol NC1=NC=2C=C(C=CC2C2=C1N=C(N2CC(C)(O)C)COCC)C=2C=NC=CC2